N1(CCC1)C/C=C/C(=O)O (E)-4-(azetidin-1-yl)but-2-enoic acid